CC1=CN=CC(=N1)C(=O)N1CCC2(CC1)CCC(CC2)N(C=2C1=C(N=CN2)NC=C1)C (6-Methyl-pyrazin-2-yl)-{9-[methyl-(7H-pyrrolo[2,3-d]pyrimidin-4-yl)-amino]-3-aza-spiro[5.5]undec-3-yl}-methanone